N=1C=CN2C1C=CC(=C2)C(C)O 1-imidazo[1,2-a]pyridin-6-yl-ethanol